CON1C(NC(C=C1)=O)=O methoxypyrimidine-2,4(1H,3H)-dione